C(C[NH3+])CP(=O)(O)[O-] The molecule is a zwitterion resulting from the transfer of a proton from the phosphonic acid group to the amino group of (3-aminopropyl)phosphonic acid; the major species at pH 7.3. It derives from a phosphonate(2-). It is a tautomer of a (3-aminopropyl)phosphonic acid.